FC(C(=O)O)(F)F.FC(C(=O)O)(F)F.FC=1C=C(C(=O)NC2=CC=C(C=C2)CNC)C=CC1C=1CCNCC1 3-fluoro-N-(4-((methylamino)methyl)phenyl)-4-(1,2,3,6-tetrahydropyridin-4-yl)benzamide bistrifluoroacetic acid salt